(S)-N-(7-((3-fluorooxetan-3-yl)ethynyl)-5-methyl-4-oxo-2,3,4,5-tetrahydrobenzo[b][1,4]oxazepin-3-yl)-4-phenoxypyridineamide FC1(COC1)C#CC1=CC2=C(OC[C@@H](C(N2C)=O)NC(=O)C2=NC=CC(=C2)OC2=CC=CC=C2)C=C1